COC(=O)C1=C(N(C(C=C1\C=C\OCC)=O)C)NC1=C(C=C(C=C1)SC)F (E)-4-(2-ethoxyvinyl)-2-((2-fluoro-4-(methylthio)phenyl)amino)-1-methyl-6-oxo-1,6-dihydropyridine-3-carboxylic acid methyl ester